(E)-N-tert-butoxycarbonyl-L-phenylalanine-4-oxo-4-phenyl-2-buten-2-yl ester O=C(C=C(C)OC([C@@H](NC(=O)OC(C)(C)C)CC1=CC=CC=C1)=O)C1=CC=CC=C1